1,3,5-trimethyl-2-vinylbenzene CC1=C(C(=CC(=C1)C)C)C=C